S1C(C1=O)=O thiodiketone